N1=C(N=C(N=C1[S-])[S-])[S-].[Na+].[Na+].[Na+] trisodium 1,3,5-triazine-2,4,6-trithiolate